1-heptadecanoyl-2-(11Z,14Z-eicosadienoyl)-glycero-3-phosphoserine CCCCCCCCCCCCCCCCC(=O)OC[C@H](COP(=O)(O)OC[C@@H](C(=O)O)N)OC(=O)CCCCCCCCC/C=C\C/C=C\CCCCC